NC=1C(=C(C=NC1)C=1C=C2C=C(N=CC2=C(C1F)N)NC1=NN2CC=3N(CCC2=C1)C=CN3)C 6-(5-amino-4-methylpyridin-3-yl)-N3-(5,6-dihydro-11H-imidazo[1,2-a]pyrazolo[1,5-d][1,4]diazepin-8-yl)-7-fluoroisoquinoline-3,8-diamine